tert-Butyl ((4-(aminomethyl)phenyl)(imino)methyl)carbamate NCC1=CC=C(C=C1)C(=N)NC(OC(C)(C)C)=O